tert-butyl (4-((isoquinolin-3-ylmethyl)amino)butyl)carbamate C1=NC(=CC2=CC=CC=C12)CNCCCCNC(OC(C)(C)C)=O